C(C)(=O)NCCCCCN N-acetyl-cadaverine